ClC1=C(C=CC=C1)N(C1=NC2=CC=C(C=C2C=C1)NC(C1=NC=CC(=C1O)OC)=O)C N-(2-((2-chlorophenyl)(methyl)amino)quinolin-6-yl)-3-hydroxy-4-methoxypicolinamide